(S)-3-((S)-sec-butyl)-4-((R)-1-methyl-5-oxopyrrolidine-3-carbonyl)-1,3,4,5-tetrahydro-2H-benzo[e][1,4]diazepin-2-one [C@H](C)(CC)[C@@H]1N(CC2=C(NC1=O)C=CC=C2)C(=O)[C@H]2CN(C(C2)=O)C